C(C)(C)(C)[Si](O)(C)C tert-butyldimethylsilanol